L-N-Boc-lysine methyl ester HCl salt Cl.COC([C@@H](NC(=O)OC(C)(C)C)CCCCN)=O